C(C1=CC=CC=C1)OC(=O)N1CCC(=C[C@H]1C1=CC=C(C=C1)C(=O)OC)N1N=CC=C1 (S)-6-(4-(methoxycarbonyl)phenyl)-4-(1H-pyrazol-1-yl)-3,6-dihydropyridine-1(2H)-carboxylic acid benzyl ester